N-(3-(4,6-dimethylpyrimidin-5-yl)-4-(2-(pyrrolidin-1-yl)ethoxy)phenyl)-3-methylisoxazole-4-carboxamide CC1=NC=NC(=C1C=1C=C(C=CC1OCCN1CCCC1)NC(=O)C=1C(=NOC1)C)C